Iodo-Kalium iodid [I-].I[K]